2-(methyl-(6-(6-methyl-1,2,4,5-tetrazin-3-yl)naphthalen-2-yl)amino)acethydrazide CN(CC(=O)NN)C1=CC2=CC=C(C=C2C=C1)C=1N=NC(=NN1)C